ClC1=CC=C(C=C1)C1=CC=CC=C1 4'-chloro-1,1'-biphenyl